2-((4-bromopentyl)oxy)naphthalene BrC(CCCOC1=CC2=CC=CC=C2C=C1)C